O=NC(OC(C)(C)C)=O tert-butyl oxo-carbamate